isopentenyl-biflavone C(CC(=C)C)C1=C2C(C(=C(OC2=CC=C1)C1=CC=CC=C1)C1=C(OC2=CC=CC=C2C1=O)C1=CC=CC=C1)=O